1-(methylsulfonyl)pyrrolidin-3-amine CS(=O)(=O)N1CC(CC1)N